COC=1C=C2C(=CN(C(C2=CC1OC)=O)C1=NC=CC=C1C)C(=O)N1CCCCC1 6,7-dimethoxy-2-(3-methylpyridin-2-yl)-4-(piperidine-1-carbonyl)isoquinolin-1(2H)-one